C(=O)(O)C(CCC1=CC=C(C=C1)OCCC)N1CCN(CCN(CCN(CC1)CC(=O)[O-])CC(=O)[O-])CC(=O)[O-].[Gd+3] Gadolinium 2,2',2''-{10-[1-carboxy-3-(4-propoxyphenyl)propyl]-1,4,7,10-tetraazacyclododecan-1,4,7-triyl}triacetat